(7R,8R)-7-((R)-5H-Imidazo[5,1-a]isoindol-5-yl)-5,6,7,8-tetrahydroimidazo[1,2-a]pyridin-8-ol C=1N=CN2C1C1=CC=CC=C1[C@H]2[C@@H]2[C@H](C=1N(CC2)C=CN1)O